C(C)OC(C[C@@H](C=1C=C(C(=CC1)OC)C1=CC=CC=C1)NC(=O)NC=1C(N(C=C(C1O)C)C)=O)=O (S)-3-(3-(4-hydroxy-1,5-dimethyl-2-oxo-1,2-dihydropyridin-3-yl)ureido)-3-(6-methoxybiphenyl-3-yl)propanoic acid ethyl ester